ClC1=C(C=CC=C1Cl)C1(CC(=CC=C1)N(C1=CC=CC=C1)C1=CC=CC=C1)NC1=CC=CC=C1 1-(2,3-dichlorophenyl)-N1,N3,N3-triphenylbenzene-1,3-diamine